2-(4-(2-(aminooxy)acetyl)piperazin-1-yl)pyrimidine-5-carbonitrile NOCC(=O)N1CCN(CC1)C1=NC=C(C=N1)C#N